3-(2-fluoro-3-((2-(2-fluoro-5-((6-fluoro-4-methyl-1H-indol-5-yl)oxy)phenyl)-1H-imidazol-5-yl)methyl)phenyl)propanoic acid FC1=C(C=CC=C1CC1=CN=C(N1)C1=C(C=CC(=C1)OC=1C(=C2C=CNC2=CC1F)C)F)CCC(=O)O